C(C)(=O)N1CCN(CC1)C1=C(N(C=2N(C1=O)N=C(N2)C2=CC1=C(OCO1)C=C2)CC(=O)NC2=C(C=C(C=C2)C(F)(F)F)Cl)CC 2-(6-(4-acetylpiperazin-1-yl)-2-(benzo[d][1,3]dioxol-5-yl)-5-ethyl-7-oxo-[1,2,4]triazolo[1,5-a]pyrimidin-4(7H)-yl)-N-(2-chloro-4-(trifluoromethyl)phenyl)acetamide